2-(3,4-dichlorophenyl)-6-[[3-(difluoromethyl)-5-methyl-pyrazol-1-yl]methyl]-1-ethyl-4-oxo-pyridine-3-carboxylic acid ClC=1C=C(C=CC1Cl)C=1N(C(=CC(C1C(=O)O)=O)CN1N=C(C=C1C)C(F)F)CC